FC1=CC(=CC2=CN(N=C12)C1CCNCC1)C1=CC2=CN(N=C2C(=C1O)C)C 5-[7-fluoro-2-(4-piperidyl)indazol-5-yl]-2,7-dimethyl-indazol-6-ol